C(#N)C=1C=C(C=CC1)C=1N=C(SC1C1=CC(=NC(=C1)C)CO)NC(=O)N1CCN(CC1)C1COC1 N-[4-(3-Cyanophenyl)-5-[2-(hydroxymethyl)-6-methyl-4-pyridyl]thiazol-2-yl]-4-(oxetan-3-yl)piperazin-1-carboxamid